(R)-3-((3-(4-amino-2-(hydroxymethyl)pyrido[3,2-d]pyrimidin-6-yl)phenyl)ethynyl)-3-hydroxy-1-methylpyrrolidin-2-one NC=1C2=C(N=C(N1)CO)C=CC(=N2)C=2C=C(C=CC2)C#C[C@]2(C(N(CC2)C)=O)O